ClC1=C(N=C(N(C1=O)C1=CC(=NC=C1C)N1N=C(C(=C1)F)C(C)(C)NC(C)=O)C)OC([2H])([2H])C1=C(C=C(C=C1)F)F (R)-N-(2-(1-(4-(5-chloro-4-((2,4-difluorophenyl)methoxy-d2)-2-methyl-6-pyrimidinon-1(6H)-yl)-5-methylpyridin-2-yl)-4-fluoro-1H-pyrazol-3-yl)propan-2-yl)acetamide